CN1N=CC(=C1)C=1C=C2C=C(N=CC2=CC1)NC(CC1CNCCO1)=O N-(6-(1-methyl-1H-pyrazol-4-yl)isoquinolin-3-yl)-2-(morpholin-2-yl)acetamide